(4E)-11,11-dinonyloxy-4-undecenyl-trimethylphenylphosphonium bromide [Br-].C(CCCCCCCC)OC(CCCCCCCCC=CC1=CC=C(C=C1)[P+](C)(C)C)OCCCCCCCCC